3,3-dimethyl-N-(1-((methylsulfonyl)methyl)cyclobutyl)-2-oxoindoline-5-carboxamide CC1(C(NC2=CC=C(C=C12)C(=O)NC1(CCC1)CS(=O)(=O)C)=O)C